ClC=1C=C2N=C3C=CC(=CC3=C(C2=CC1)NCCOCCNC=1N=NC(=CC1)C1=NC(=NO1)C1=CC=C(C=C1)OC)OC 6-chloro-2-methoxy-N-(2-(2-((6-(3-(4-methoxyphenyl)-1,2,4-oxadiazol-5-yl)pyridazin-3-yl)amino)ethoxy)ethyl)acridin-9-amine